BrC1=CC=2N(C=C1)N=C(N2)N(C(OC(C)(C)C)=O)C(=O)OC(C)(C)C tert-butyl (7-bromo-[1,2,4]triazolo[1,5-a]pyridin-2-yl)(tert-butoxycarbonyl)carbamate